ethyl 3-(1,4-dimethyl-1H-benzotriazol-5-yl)-3-(7-{[(2R)-2-ethyl-7-(methylamino)-2,3-dihydropyrido[2,3-f][1,4]oxazepin-4(5H)-yl]methyl}-1-benzothiophen-5-yl)propanoate CN1N=NC2=C1C=CC(=C2C)C(CC(=O)OCC)C=2C=C(C1=C(C=CS1)C2)CN2C[C@H](OC1=C(C2)N=C(C=C1)NC)CC